COC1=C(C=CC=C1)[Mg]Cl 2-methoxy-phenylmagnesium chloride